FC1(CN(CCC1)C1=CN=C2C(=N1)N(N=C2)CC(F)(F)F)C=2SC(=NN2)C2=NC(=CC=C2)C(F)(F)F 2-(3-Fluoro-1-(1-(2,2,2-trifluoroethyl)-1H-pyrazolo[3,4-b]pyrazin-6-yl)piperidin-3-yl)-5-(6-(trifluoromethyl)pyridin-2-yl)-1,3,4-thiadiazole